2-amino-5-(4-(2-(3,5-difluorophenyl)-2-hydroxyacetamido)phenyl)-N-isopropylnicotinamide NC1=C(C(=O)NC(C)C)C=C(C=N1)C1=CC=C(C=C1)NC(C(O)C1=CC(=CC(=C1)F)F)=O